(S)-2-bromoethoxy-2-methoxyacetaldehyde BrCCO[C@@H](C=O)OC